1-chloro-3-(10-(naphthalene-2-yl)anthracene-9-yl)dibenzofuran ClC1=CC(=CC=2OC3=C(C21)C=CC=C3)C=3C2=CC=CC=C2C(=C2C=CC=CC32)C3=CC2=CC=CC=C2C=C3